(1s,4s)-4-(N-methylacetamido)cyclohexane-1-carboxylic acid CN(C(C)=O)C1CCC(CC1)C(=O)O